FC1=C(OC=2C=CC(=NC2)C2(CC23CCN(CC3)CC(F)(F)F)C(=O)N)C=CC(=C1)F (5-(2,4-difluorophenoxy)pyridin-2-yl)-6-(2,2,2-trifluoroethyl)-6-azaspiro[2.5]octane-1-carboxamide